NCCCNC(=O)C=1C=C2C(=NNC2=CC1)C1=NC2=C(N1CCN1CCN(CC1)C)C=C(C=C2)F N-(3-aminopropyl)-3-(6-fluoro-1-(2-(4-methylpiperazin-1-yl)ethyl)-1H-benzo[d]imidazol-2-yl)-1H-indazole-5-carboxamide